methyl 5-((4-bromo-6,7-difluoro-1H-indol-5-yl)thio)-2-fluorobenzimidothioate hydroiodide I.BrC1=C2C=CNC2=C(C(=C1SC=1C=CC(=C(C(=N)SC)C1)F)F)F